purinyl-ethanol N1=C(N=C2N=CNC2=C1)C(C)O